t-butyl N-[(E)-3-fluoro-2-[(2-oxo-3,4-dihydro-1H-quinolin-7-yl)oxymethyl]allyl]carbamate F/C=C(\CNC(OC(C)(C)C)=O)/COC1=CC=C2CCC(NC2=C1)=O